2-chloro-N4-(4-(5-chloro-3-methyl-1H-pyrazol-1-yl)benzyl)-N5-methylpyrimidine-4,5-diamine ClC1=NC=C(C(=N1)NCC1=CC=C(C=C1)N1N=C(C=C1Cl)C)NC